5-(2-chloro-5-(isobutyrylaminomethyl)benzoylamino)-N-(3-fluorobenzyl)-1-methyl-1H-indole-2-carboxamide ClC1=C(C(=O)NC=2C=C3C=C(N(C3=CC2)C)C(=O)NCC2=CC(=CC=C2)F)C=C(C=C1)CNC(C(C)C)=O